N[C@H](C(=O)OC)CC(C)C methyl (2S)-2-amino-4-methyl-pentanoate